C(C1=CC=CC=C1)OC=1C(C=CN2NC3N(C(C21)=O)CC2(C3)COCCC2)=O 9'-(benzyloxy)-3a',4',5,6-tetrahydro-1'H,2H,3'H,4H-spiro[pyran-3,2'-pyrido[2,1-f]pyrrolo[2,1-c][1,2,4]triazine]-8',10'-dione